NC1=NC(=CC(=N1)N1CCC2(CCCC(N2C2=CC(=C(C=C2)F)F)=O)CC1)OC(C(F)(F)F)C1COC1 9-(2-amino-6-(2,2,2-trifluoro-1-(oxetan-3-yl)ethoxy)pyrimidin-4-yl)-1-(3,4-difluorophenyl)-1,9-diazaspiro[5.5]undecan-2-one